4-(isoindolin-2-ylmethyl)-7-((1-(methylsulfonyl)piperidin-4-yl)methoxy)isoindolin-1-one hydrochloride Cl.C1N(CC2=CC=CC=C12)CC1=C2CNC(C2=C(C=C1)OCC1CCN(CC1)S(=O)(=O)C)=O